N-(1-(4-chloropyridin-2-yl)-3-(cyclohexyl(methyl)amino)propyl)-5-(6-ethoxypyrazin-2-yl)thiazole-2-carboxamide ClC1=CC(=NC=C1)C(CCN(C)C1CCCCC1)NC(=O)C=1SC(=CN1)C1=NC(=CN=C1)OCC